CN1N=C(C=C1)C=1C=CC=2N(C1)C(=CN2)C2=NC(=NC=C2)NC2=CC=C(C=N2)N2CCN(CC2)C(C)=O 1-(4-(6-((4-(6-(1-methyl-1H-pyrazol-3-yl)imidazo[1,2-a]pyridin-3-yl)pyrimidin-2-yl)amino)pyridin-3-yl)piperazin-1-yl)ethan-1-one